FC1=C(C=CC(=C1)[N+](=O)[O-])N1CC2(C1)CNC2 2-(2-fluoro-4-nitro-phenyl)-2,6-diazaspiro[3.3]heptane